C(#N)CC1CC(C1)(C1=NN=CN1C)C=1C=C(C=CC1)NC(=O)C1=CC(=C2C(=N1)C=CN2C)CN2C[C@H](CCC2)C N-(3-((1s,3R)-3-(cyanomethyl)-1-(4-methyl-4H-1,2,4-triazol-3-yl)cyclobutyl)phenyl)-1-methyl-7-(((S)-3-methylpiperidin-1-yl)methyl)-1H-pyrrolo[3,2-b]pyridine-5-carboxamide